sodium N,N-bis(carboxymethyl)alanine silicon-iron-silicon [Si].[Fe].[Si].C(=O)(O)CN([C@@H](C)C(=O)O)CC(=O)O.[Na]